OCCOCC(=O)OC(C)(C)C tert-butyl 2-(2-hydroxyethoxy)acetate